dysprosium dibenzoyl-methane salt C(C1=CC=CC=C1)(=O)CC(C1=CC=CC=C1)=O.[Dy]